SC(CSCC(CS)S)CS bis(2,3-dimercaptopropanyl) sulfide